ClC1=CC=C(C=C1)C1=NN(CC1C1=CC=CC=C1)C1=NN(C(N1C)=O)CC1=CC=C(C(=O)OC)C=C1 methyl 4-([3-[3-(4-chlorophenyl)-4-phenyl-4,5-dihydropyrazol-1-yl]-4-methyl-5-oxo-1,2,4-triazol-1-yl]methyl)benzoate